2,2-biquinoline-4,4-dicarboxylic acid disodium salt dihydrate O.O.[Na+].[Na+].N1=C(CC(C2=CC=CC=C12)(C(=O)[O-])C(=O)[O-])C1=NC2=CC=CC=C2C=C1